6-(3-chloro-6-(difluoromethyl)-2-fluorophenyl)-3-(2-hydroxy-propan-2-yl)pyrazine-2-carboxylic acid ClC=1C(=C(C(=CC1)C(F)F)C1=CN=C(C(=N1)C(=O)O)C(C)(C)O)F